ethyl-1,2,4-triazin-3-amine C(C)C=1N=C(N=NC1)N